3-(6-bromopyridin-2-yl)-1-{[5-(4-{[(2,4-dimethoxyphenyl)methyl]amino}-5-(1-methyl-1H-pyrazol-3-yl)-7H-pyrrolo[2,3-d]pyrimidin-7-yl)pyridin-3-yl]methyl}urea BrC1=CC=CC(=N1)NC(NCC=1C=NC=C(C1)N1C=C(C2=C1N=CN=C2NCC2=C(C=C(C=C2)OC)OC)C2=NN(C=C2)C)=O